CN1CCN(CCC1)C=1N=CC2=C(N1)N1C(=C(C2=O)NC(=O)NCC2CCNCC2)SC2=C1C=CC=C2 1-(2-(4-methyl-1,4-diazepan-1-yl)-5-oxo-5H-benzo[4',5']thiazolo[3',2':1,6]pyrido[2,3-d]pyrimidin-6-yl)-3-(piperidin-4-ylmethyl)urea